BrC1=NC(=CC2=C1OCC(O2)C)P(C)(C)=O (5-bromo-2-methyl-2,3-dihydro-[1,4]dioxino[2,3-c]pyridin-7-yl)dimethylphosphine oxide